(1s,4S)-1-(4-(((R)-1-(3-(difluoromethyl)-2-fluorophenyl)ethyl)amino)-7-ethoxy-2-methylpyrido[2,3-d]pyrimidin-6-yl)cyclohexane-1,4-diol FC(C=1C(=C(C=CC1)[C@H](C)NC=1C2=C(N=C(N1)C)N=C(C(=C2)C2(CCC(CC2)O)O)OCC)F)F